1-[4-(2,3-Dimethylphenyl)piperazin-1-yl]-2-[4-(difluoromethyl)-3-[rac-(3R,4S)-3-fluoro-4-hydroxypiperidin-1-carbonyl]-5,6-dihydro-4H-cyclopenta[c]pyrazol-1-yl]ethanon CC1=C(C=CC=C1C)N1CCN(CC1)C(CN1N=C(C2=C1CCC2C(F)F)C(=O)N2C[C@H]([C@H](CC2)O)F)=O |r|